5-((5-(2-(((1R,3R)-3-aminocyclopentyl)oxy)-4-chloro-6-fluorophenyl)-1H-pyrazol-3-yl)amino)pyrazine-2-carbonitrile N[C@H]1C[C@@H](CC1)OC1=C(C(=CC(=C1)Cl)F)C1=CC(=NN1)NC=1N=CC(=NC1)C#N